C(C)(=O)C1=C(NC(C)=S)C=CC=C1 2'-acetylthioacetanilide